COC1=NC(=CC=C1OC)C#C[Si](C)(C)C 2,3-dimethoxy-6-[2-(trimethylsilyl)ethynyl]pyridine